3-(4-Hydroxy-3,5-dimethoxyphenyl)oxiranecarboxylic acid OC1=C(C=C(C=C1OC)C1C(O1)C(=O)O)OC